methyl 3-(N-(4-(5-(3,5-dichloro-4-fluorophenyl)-5-(trifluoromethyl)-4,5-dihydroisoxazol-3-yl)-2-methylbenzoyl)-S-methylsulfonimidoyl)propanoate ClC=1C=C(C=C(C1F)Cl)C1(CC(=NO1)C1=CC(=C(C(=O)N=S(=O)(C)CCC(=O)OC)C=C1)C)C(F)(F)F